bis{[(α,α-dimethyl-3,5-dimethoxybenzyl)oxy]carbonyl}phenylenediamine CC(C1=CC(=CC(=C1)OC)OC)(C)OC(=O)NC1=C(C=CC=C1)NC(=O)OC(C1=CC(=CC(=C1)OC)OC)(C)C